palmitoyl-amino alcohol C(CCCCCCCCCCCCCCC)(=O)NO